tert-octylimino-tris(pyrrolidino)phosphorane C(C)(C)(CC(C)(C)C)N=P(N1CCCC1)(N1CCCC1)N1CCCC1